6-(azetidin-1-yl)-4-fluoro-benzofuran-2-carboxylic acid N1(CCC1)C1=CC2=C(C=C(O2)C(=O)O)C(=C1)F